2-methyl-6-oxaspiro[2.5]octane CC1CC12CCOCC2